ClC1=C(C=C(C=C1)N1CC(C2=NC(=CC=C21)C(=O)N2C(CN(CC2)C2=CC=C(C=N2)C(C(=O)OC)(C)C)(C)C)(C)C)F methyl 2-(6-(4-(1-(4-chloro-3-fluorophenyl)-3,3-dimethyl-2,3-dihydro-1H-pyrrolo[3,2-b]pyridine-5-carbonyl)-3,3-dimethylpiperazin-1-yl)pyridin-3-yl)-2-methylpropanoate